(R)-6-(5-chloro-1H-pyrazolo[3,4-b]pyridin-1-yl)-4-((1-(2,2-difluoroethyl)-1H-pyrazol-4-yl)amino)-N-(2-fluoro-3-hydroxy-3-methylbutyl)nicotinamide ClC=1C=C2C(=NC1)N(N=C2)C2=NC=C(C(=O)NC[C@H](C(C)(C)O)F)C(=C2)NC=2C=NN(C2)CC(F)F